COC1OC(C2=NC(=CC=C21)NC2=NC=C(C(=C2)N[C@H](CO)C2=CC=CC=C2)C2=NC=NO2)(C)C (2S)-2-((2-((5-methoxy-7,7-dimethyl-5,7-dihydrofuro[3,4-b]pyridin-2-yl)amino)-5-(1,2,4-oxadiazol-5-yl)pyridin-4-yl)amino)-2-phenylethan-1-ol